C(C)C1=CC(=C(S1)[S@](=O)(N)=NC(NC1=C2C(=NC3=C1CCC3)[C@@H](CC2)C)=O)F (S)-5-Ethyl-3-fluoro-N'-(((R)-3-methyl-1,2,3,5,6,7-hexahydrodicyclopenta[b,e]pyridin-8-yl)carbamoyl)thiophene-2-sulfonimidamide